N-(2-(3-bromo-2-fluorophenyl)propan-2-yl)acetamide BrC=1C(=C(C=CC1)C(C)(C)NC(C)=O)F